C(C=C)(=O)N1C[C@@H](N([C@H](C1)C)CC(F)(F)F)C1=CC(=NC(=C1)Cl)C1=CC(=NC=N1)C(=O)NC 6-(4-((2s,6S)-4-acryloyl-6-methyl-1-(2,2,2-trifluoroethyl)piperazin-2-yl)-6-chloropyridin-2-yl)-N-methylpyrimidine-4-carboxamide